3-hydroxy-N-[(1s,4s)-4-{[2,6-bis(trifluoromethyl)pyridin-4-yl]amino}cyclohexyl]benzamide OC=1C=C(C(=O)NC2CCC(CC2)NC2=CC(=NC(=C2)C(F)(F)F)C(F)(F)F)C=CC1